Isooctanol phosphate P(=O)(O)(O)OCCCCCC(C)C